(piperidin-4-yl)ethan-1-ol N1CCC(CC1)C(C)O